3-iodo-4-methoxy-1H-pyrazole-5-carboxylic acid IC1=NNC(=C1OC)C(=O)O